CC1=NN(C=C1C(F)(F)F)C1CCC(CC1)OC1=C2C=CC=NC2=CC(=N1)N1CCOCC1 4-(5-(((1s,4s)-4-(3-methyl-4-(trifluoromethyl)-1H-pyrazol-1-yl)cyclohexyl)oxy)-1,6-naphthyridin-7-yl)morpholine